1-[(1S)-4-amino-6,7-dichloro-8-methoxy-1-methyl-1H,2H,3H-pyrrolo[3,4-c]quinolin-2-yl]-2-hydroxyethan-1-one NC1=NC=2C(=C(C(=CC2C2=C1CN([C@H]2C)C(CO)=O)OC)Cl)Cl